CC(=O)N 2-ethanamide